Cl.ClC=1C=C(C(=C(C1)C1=NC=NN2C1=CC(=C2)CN2C(CN(CC2=O)C)=O)CC2CNC[C@@H](O2)C)F 1-((4-(5-chloro-3-fluoro-2-(((6S)-6-methylmorpholin-2-yl)methyl)phenyl)pyrrolo[2,1-f][1,2,4]triazin-6-yl)methyl)-4-methylpiperazine-2,6-dione hydrochloride